(4-trifluoromethylphenyl-imino)-4-(2,4-dichlorophenyl)thiazole FC(C1=CC=C(C=C1)N=S1C=NC(=C1)C1=C(C=C(C=C1)Cl)Cl)(F)F